FC1(C(CN(C1)CC(F)(F)F)NC(=O)C1=C(OC2=C1C=C(C=C2)OCC=2C(=NC=CC2)C(F)(F)F)C)F N-(4,4-difluoro-1-(2,2,2-trifluoroethyl)pyrrolidin-3-yl)-2-methyl-5-((2-(trifluoromethyl)pyridin-3-yl)methoxy)benzofuran-3-carboxamide